methyl 2-amino-5-fluoro-4-(trifluoromethyl)-benzoate NC1=C(C(=O)OC)C=C(C(=C1)C(F)(F)F)F